Monolauric acid amide C(CCCCCCCCCCC)(=O)N